4-[3'-(dibenzothiophen-4-yl)biphenyl-3-yl]benzofuro[3,2-d]pyrimidine C1=CC=C(C=2SC3=C(C21)C=CC=C3)C=3C=C(C=CC3)C3=CC(=CC=C3)C=3C2=C(N=CN3)C3=C(O2)C=CC=C3